OC[C@H](CB(O[C@@H](C)CC(C)(C)O)O)C=1C=NC=C(C1)C1=CC(=C(C=C1)OC)OCCC (S)-4-hydroxy-4-methylpentan-2-yl hydrogen ((R)-3-hydroxy-2-(5-(4-methoxy-3-propoxyphenyl)pyridin-3-yl)propyl)boronate